FC1=C(C=C(C(=O)OC)C=C1)C#CC=1C=NC=CC1 methyl 4-fluoro-3-[2-(3-pyridyl)ethynyl]benzoate